9,12,24,26-tetrazapentacyclo[20.5.2.11,4.13,7.025,28]hentriaconta-3,5,7(30),20,22(29),23,25(28)-heptaene-8,11,27-trione C123CC4=C(C=CC(C(NCC(NCCCCCCCC=CC=5C=NC(NC1=O)=C2C5)=O)=O)=C4)C3